mannosyl-glucose C1([C@@H](O)[C@@H](O)[C@H](O)[C@H](O1)CO)C(=O)[C@H](O)[C@@H](O)[C@H](O)[C@H](O)CO